2-Hydroxy-3-[2-methoxy-4-(3-oxo-3-phenylprop-1-enyl)phenyl]prop-2-enamide OC(C(=O)N)=CC1=C(C=C(C=C1)C=CC(C1=CC=CC=C1)=O)OC